Cl.C(C)(C)(C)N=C=NCC N-tert-butyl-N'-ethylcarbodiimide hydrochloride